ClC1=CC=C2C(=N1)NC=C2S(=O)(=O)NC2=C(C=C(C(=C2)F)OC(F)F)F 6-chloro-N-[4-(difluoromethoxy)-2,5-difluorophenyl]-1H-pyrrolo[2,3-b]pyridine-3-sulfonamide